acetyl-benzenesulfonyl-cyclohexyl-urea C(C)(=O)NC(N(C1CCCCC1)S(=O)(=O)C1=CC=CC=C1)=O